NCC=1C=CC2=C(OCC(N2CC2=CC=CC=C2)=O)C1 7-(aminomethyl)-4-benzyl-2H-benzo[b][1,4]oxazin-3(4H)-one